2-(3,5-difluorophenyl)-N-(1-oxo-4-phenyl-5,6,7,8-tetrahydrophthalazin-2(1H)-yl)acetamide FC=1C=C(C=C(C1)F)CC(=O)NN1C(C=2CCCCC2C(=N1)C1=CC=CC=C1)=O